N1CC(C1)C1=CC(=C2CN(C(C2=C1)=O)C1=CC(=CC=C1)C1(COC1)CC1=NN=CN1C)C(F)(F)F 6-(azetidin-3-yl)-2-(3-(3-((4-methyl-4H-1,2,4-triazol-3-yl)methyl)oxetan-3-yl)phenyl)-4-(trifluoromethyl)isoindolin-1-one